4-(3-((2-((4-(4-methylpiperazin-1-yl)phenyl)amino)-5-(trifluoromethyl)pyrimidin-4-yl)amino)propyl)-1,4-oxazepan-5-one CN1CCN(CC1)C1=CC=C(C=C1)NC1=NC=C(C(=N1)NCCCN1CCOCCC1=O)C(F)(F)F